6-[8-(1,3-benzothiazol-2-ylcarbamoyl)-3,4-dihydroisoquinolin-2(1H)-yl]-3-{3-[(3,3-dimethylcyclohexyl)(methyl)amino]-2-methylphenyl}pyridine-2-carboxylic acid tert-butyl ester C(C)(C)(C)OC(=O)C1=NC(=CC=C1C1=C(C(=CC=C1)N(C)C1CC(CCC1)(C)C)C)N1CC2=C(C=CC=C2CC1)C(NC=1SC2=C(N1)C=CC=C2)=O